COC1=CC=C(C=N1)C1=CC=2C3=C(C(N(C2C=C1)CC(N1C=CC=C1)=O)=O)N=NN3C3=CC(=C(C=C3)N3CCNCC3)C(F)(F)F 8-(6-methoxypyridin-3-yl)-5-(2-oxo-2-(pyrrol-1-yl)ethyl)-1-(4-(piperazin-1-yl)-3-(trifluoromethyl)phenyl)-1,5-dihydro-4H-[1,2,3]triazolo[4,5-c]quinolin-4-one